C(C)(C)(C)OOC(C(=O)[O-])(CCCC)CC tert.-Butylperoxy-2-ethyl-hexanoat